2-(oxan-2-yloxy)ethanol O1C(CCCC1)OCCO